CC1(N=COCC1)C 4,4-dimethyl-5,6-dihydro-4H-1,3-oxazine